N-[8-(benzyloxy)-7-methoxy-2,3-dihydroimidazo[1,2-c]Quinazolin-5-yl]Nicotinamide C(C1=CC=CC=C1)OC=1C=CC=2C=3N(C(=NC2C1OC)NC(C1=CN=CC=C1)=O)CCN3